4-((7-(4,4-difluoropiperidin-1-yl)-7-oxoheptyl)thio)-2-(2,6-dioxopiperidin-3-yl)-6-fluoroisoindoline-1,3-dione FC1(CCN(CC1)C(CCCCCCSC1=C2C(N(C(C2=CC(=C1)F)=O)C1C(NC(CC1)=O)=O)=O)=O)F